(6-(difluoromethoxy)pyridin-3-yl)ethan-1-ol FC(OC1=CC=C(C=N1)C(C)O)F